methyl (3S)-2-(2-(chloromethyl)allyl)-3-methoxypyrrolidin-2-carboxylate ClCC(CC1(NCC[C@@H]1OC)C(=O)OC)=C